BrC1=C(C(=CC(=C1)Br)Br)OCC(=C)Br 2-Bromoallyl 2,4,6-tribromophenyl ether